N-(4-methoxyphenyl)-N-methyl-3-phenylpropanamide COC1=CC=C(C=C1)N(C(CCC1=CC=CC=C1)=O)C